N-[(1H-benzimidazol-2-yl)methyl]-6-cyclopropyl-1-(oxan-4-yl)-1H-pyrazolo[3,4-b]pyrazin-3-amine N1C(=NC2=C1C=CC=C2)CNC2=NN(C1=NC(=CN=C12)C1CC1)C1CCOCC1